C(C)(C)(C)OC(CN1CCC(CC1)C(NC=1N=CC2=CC=C(C=C2C1)C=1C=NN(C1)C)=O)=O.OCC1=NC=CC(=C1)OCC#C 2-hydroxymethyl-4-(prop-2-yn-1-yl-oxy)pyridine tert-Butyl-2-(4-((6-(1-methyl-1H-pyrazol-4-yl)isoquinolin-3-yl)carbamoyl)piperidin-1-yl)acetate